N,N-dimethyl-5-nitro-2,3-dihydro-1H-inden-2-amine CN(C1CC2=CC=C(C=C2C1)[N+](=O)[O-])C